FC1=C2C=CC=NC2=CC=C1 5-fluoroquinolin